COC=1C=C(C=CC1OC)CC(=O)NC=1C=C(CN2C(NC(C3=CC=CC=C23)=O)=O)C=CC1 1-(3-(3,4-Dimethoxyphenyl)acetamidobenzyl)quinazoline-2,4(1H,3H)-dione